(R)-5-(10-ethyl-l-1-oxo-1,2,4,4a,5,6,11,14-octahydro-3H,12H-pyrazino[1',2':5,6][1,5]oxazocino[2,3-g]quinolin-3-yl)picolinic acid C(C)C=1CNC2=CC3=C(C=C2C1)OCC[C@H]1N(C3)C(CN(C1)C=1C=CC(=NC1)C(=O)O)=O